CSC(=CC(=O)C=1SC=CC1)SC 3,3-bis(methylthio)-1-(thien-2-yl)prop-2-en-1-one